O1C(CCCC1)OC1(CC1)CN1N=CC(=C1)N ((1-((tetrahydro-2H-pyran-2-yl)oxy)cyclopropyl)methyl)-1H-pyrazol-4-amine